3,5-difluoro-4-((8-methoxy-2-oxo-2H-[1,3]oxazino[5,4-c][1,8]naphthyridin-1(4H)-yl)methyl)benzenesulfonamide 6-butyldodecyl-acrylate C(CCC)C(CCCCCOC(C=C)=O)CCCCCC.FC=1C=C(C=C(C1CN1C(OCC=2C=NC=3N=C(C=CC3C21)OC)=O)F)S(=O)(=O)N